NC1=C2C(=NC=N1)N(N=C2C#CC2=CC1=C(N(C=N1)C1CC1)C=C2F)[C@H]2C[C@@H](N(C2)C(C=C)=O)COC 1-[(2R,4S)-4-[4-Amino-3-[2-(1-cyclopropyl-6-fluoro-1,3-benzodiazol-5-yl)ethynyl]pyrazolo[3,4-d]pyrimidin-1-yl]-2-(methoxymethyl)pyrrolidin-1-yl]prop-2-en-1-one